[1-(2,2-difluoroethyl)-7-methylsulfanyl-2-oxo-4H-pyrimido[4,5-d]pyrimidin-3-yl]-8-methoxy-3,4-dihydro-2H-quinoline-1-carboxylic acid tert-butyl ester C(C)(C)(C)OC(=O)N1C(CCC2=CC=CC(=C12)OC)N1C(N(C2=NC(=NC=C2C1)SC)CC(F)F)=O